(18-(hexylamino)-18-oxooctadecanoyl)glycine C(CCCCC)NC(CCCCCCCCCCCCCCCCC(=O)NCC(=O)O)=O